(R)-3-((3-(4-amino-8-methylpyrido[3,2-d]pyrimidin-6-yl)phenyl)ethynyl)-3-hydroxy-1-methylpyrrolidin-2-one NC=1C2=C(N=CN1)C(=CC(=N2)C=2C=C(C=CC2)C#C[C@]2(C(N(CC2)C)=O)O)C